4,5-dimethyl-6,8-dihydro-1,2,3a,7-tetraaza-as-indacene-7-carboxylic acid tert-butyl ester C(C)(C)(C)OC(=O)N1CC=2C(=C(N3C=NN=C3C2C1)C)C